3-ethyl-cyclohexene oxide C(C)C1C2C(CCC1)O2